COC=1C=C(C=C(C1)OC)N(C(OC(C)(C)C)=O)C1=C(C=CC=C1)I Tert-butyl (3,5-dimethoxyphenyl)(2-iodophenyl)carbamate